OC(CN1C[C@@H](CCC1)N1CCC2=C1N=NC(=C2)C2=C(C=C(C=C2C)C(F)(F)F)O)(C)C 2-{7-[(3R)-1-(2-hydroxy-2-methylpropyl)piperidin-3-yl]-6,7-dihydro-5H-pyrrolo[2,3-c]pyridazin-3-yl}-3-methyl-5-(trifluoromethyl)phenol